BrC=1C=C(C(=NC1)C(CC(=O)O)(F)F)F 5-bromo-β,β,3-trifluoro-2-pyridinepropionic acid